[1,1'-biphenyl]-3-yl-boric acid C1(=CC(=CC=C1)OB(O)O)C1=CC=CC=C1